racemic-ethyl 2-(5-bromo-7,8-dichloro-3-oxo-2,3,4,9-tetrahydro-1H-carbazol-1-yl)acetate BrC1=C2C=3CC(C[C@@H](C3NC2=C(C(=C1)Cl)Cl)CC(=O)OCC)=O |r|